ClC1=CC2=C(C(=N1)N1CCC(CC1)OC)C(N(C2)[C@@H](C)C2CC2)=O (S)-6-chloro-2-(1-cyclopropylethyl)-4-(4-methoxypiperidin-1-yl)-1,2-dihydro-3H-pyrrolo[3,4-c]pyridin-3-one